4-(5-(3-cyano-6-propoxypyrazolo[1,5-a]pyridin-4-yl)pyridin-2-yl)piperazine-1-carboxylic acid tert-butyl ester C(C)(C)(C)OC(=O)N1CCN(CC1)C1=NC=C(C=C1)C=1C=2N(C=C(C1)OCCC)N=CC2C#N